C1(=CC=CC=C1)S(=O)(=O)N1C=C(C2=CC=CC=C12)C=1N=CC(=NC1)N 5-(1-(phenylsulfonyl)-1H-indol-3-yl)pyrazin-2-amine